(4-(tert-butoxycarbonyl)phenyl)boric acid C(C)(C)(C)OC(=O)C1=CC=C(C=C1)OB(O)O